4-bromo-N-[2-(4,4-difluoropiperidin-1-yl)-6-methylpyrimidin-4-yl]-2-{spiro[2.5]oct-5-en-6-yl}benzamide BrC1=CC(=C(C(=O)NC2=NC(=NC(=C2)C)N2CCC(CC2)(F)F)C=C1)C1=CCC2(CC2)CC1